3-((1,5-naphthyridin-4-yl)methoxy)-6-methylpicolinaldehyde N1=CC=C(C2=NC=CC=C12)COC=1C(=NC(=CC1)C)C=O